BrC1=NC(=C(C(=O)O)C=C1C)C 6-bromo-2,5-dimethylnicotinic acid